C1(=CC=CC=C1)C=C(C(=O)NC1=CC=C(C=C1)C)C=1C=C(C=CC1)C 3-phenyl-2-(m-tolyl)-N-(p-tolyl)acrylamide